C1C#CCCCCC1 cycloocta-2-yne